C(C)(C)(C)OC(=O)N1CC(=CC1)C1=C(C=C(C=C1)NC1=NC=2N(C(=C1)N(C1CC1)C(=O)OC(C)(C)C)N=CC2C#N)C[S@](=O)C |r| (±)-3-(4-(7-(t-Butoxycarbonyl-(cyclopropyl)amino)-3-cyanopyrazolo[1,5-a]pyrimidin-5-ylamino)-2-(methylsulfinylmethyl)phenyl)-2,5-dihydro-1H-pyrrole-1-carboxylic acid tert-butyl ester